5-Amino-4-ethyl-pyridine-2-carbonitrile NC=1C(=CC(=NC1)C#N)CC